5-[(2S)-2-(3-aminophenoxymethyl)pyrrolidin-1-yl]-4-(trifluoromethyl)-2-[[2-(trimethylsilyl)ethoxy]methyl]-2,3-dihydropyridazin-3-one NC=1C=C(OC[C@H]2N(CCC2)C2=C(C(N(N=C2)COCC[Si](C)(C)C)=O)C(F)(F)F)C=CC1